FC1=CC=C(C=C1)C(C)C=1C=C(CC=2C(=CC(=C3CCCC23)OCC(=O)O)C)C=CC1O 2-((7-(3-(1-(4-fluorophenyl)ethyl)-4-hydroxybenzyl)-6-methyl-2,3-dihydro-1H-inden-4-yl)oxy)acetic acid